propenyl-dodecyl-trimethoxysilane Methyl-3-chloro-5-fluoro-6-(4-((methylsulfonyl)oxy)phenyl)picolinate COC(C1=NC(=C(C=C1Cl)F)C1=CC=C(C=C1)OS(=O)(=O)C)=O.C(=CC)CO[Si](OC)(OC)CCCCCCCCCCCC